OCCON=C(C)C propan-2-one-O-(2-hydroxyethyl)oxime